OC(CCCC(CC1SCC(N1)C(=O)O)C)(C)C 2-(6-hydroxy-2,6-dimethylheptyl)thiazolidine-4-carboxylic acid